BrC=1C=C(C=CC1)C=1C=C(N(S(N1)(=O)=O)C)C(=O)NC1=CC(=C(C=C1)F)Cl 5-(3-Bromophenyl)-N-(3-chloro-4-fluorophenyl)-2-methyl-2H-1,2,6-thiadiazine-3-carboxamide 1,1-dioxide